2-(2-bromophenyl)benzothiazole BrC1=C(C=CC=C1)C=1SC2=C(N1)C=CC=C2